Cl.Cl.C(CCCCCCCCC)N Decane-1-amine dihydrochloride